The molecule is a dicarboxylic acid monoanion. It is a conjugate base of a terephthalic acid. It is a conjugate acid of a terephthalate(2-). C1=CC(=CC=C1C(=O)O)C(=O)[O-]